C(C)OOP(OOCC)(OOCC)=O triethoxyphosphoric acid